OC1=C(C=C(C=C1)N1C(C2=CC=C(C=C2CC1)C1=C(C(=O)OC)C=C(C=C1)C(F)(F)F)=O)NS(=O)(=O)C methyl 2-(2-(4-hydroxy-3-(methylsulfonamido)phenyl)-1-oxo-1,2,3,4-tetrahydroisoquinolin-6-yl)-5-(trifluoromethyl)benzoate